NC1=NN(C(=C1)C)C[C@H](C)O (S)-1-(3-amino-5-methyl-1H-pyrazol-1-yl)propan-2-ol